O=C1C=2N(C=CN1)N=C(C2C(F)(F)F)C(=O)N 4-oxo-3-(trifluoromethyl)-4,5-dihydropyrazolo[1,5-a]pyrazine-2-carboxamide